Normal butyl bromide C(CCC)Br